C1(CC1)C(=C)[C@@H]1N(C(OC1)(C)C)C(=O)OC(C)(C)C tert-butyl (S)-4-(1-cyclopropylvinyl)-2,2-dimethyloxazolidine-3-carboxylate